Carbonyl-4-trifluoromethoxybenzene hydrazone C(=C1CC=C(C=C1)OC(F)(F)F)=NN